4-hydroxy-N-[[4-(4-methyl-1,3-thiazol-5-yl)phenyl]methyl]pyrrolidine-2-carboxamide TERT-BUTYL-3-(CYCLOPROPANESULFONAMIDOMETHYL)PIPERIDINE-1-CARBOXYLATE C(C)(C)(C)OC(=O)N1CC(CCC1)CNS(=O)(=O)C1CC1.OC1CC(NC1)C(=O)NCC1=CC=C(C=C1)C1=C(N=CS1)C